COC1=C(C=CC(=C1)OC)S(=NC(C1=CC=C(C=C1)C1=NOC(=N1)C(F)(F)F)=O)(=O)C N-((2,4-dimethoxyphenyl)(methyl)(oxo)-lambda6-sulfanylidene)-4-(5-(trifluoromethyl)-1,2,4-oxadiazol-3-yl)benzamide